C1(CCCCC1)C1=CC=C(OC2=C(C=C(N)C=C2)F)C=C1 4-(4-Cyclohexylphenoxy)-3-fluoroaniline